6-((3R)-3-(difluoromethyl)piperazine-1-yl)-2-fluoro-4-isobutylbenzonitrile FC([C@H]1CN(CCN1)C1=CC(=CC(=C1C#N)F)CC(C)C)F